C(C)OC(=O)C=1C(NC(NC1C)=S)C1=CC=C(C=C1)C 5-ethoxycarbonyl-6-methyl-4-(4'-methylphenyl)-3,4-dihydropyrimidine-2-thione